3-cyano-2-fluoro-5-methoxybenzoic acid methyl ester COC(C1=C(C(=CC(=C1)OC)C#N)F)=O